oxaborinane O1BCCCC1